[Si](C)(C)(C(C)(C)C)OCC1=C(N=C(N1C=1C=NC=CC1)SC1CCCC1)/C=C/C(=O)OC methyl (E)-3-(5-(((tert-butyldimethylsilyl)oxy)methyl)-2-(cyclopentylthio)-1-(pyridin-3-yl)-1H-imidazol-4-yl)acrylate